pentadeca-8,11,14-triene CCCCCCCC=CCC=CCC=C